1-(4-(4-((3-amino-4-nitrophenyl)thio)phenyl)piperazin-1-yl)ethan-1-one NC=1C=C(C=CC1[N+](=O)[O-])SC1=CC=C(C=C1)N1CCN(CC1)C(C)=O